7-(5-chloro-2-(((3S,4R)-3-hydroxytetrahydro-2H-pyran-4-yl)amino)pyrimidin-4-yl)-1-isopropyl-2-methylquinolin-4(1H)-one ClC=1C(=NC(=NC1)N[C@H]1[C@@H](COCC1)O)C1=CC=C2C(C=C(N(C2=C1)C(C)C)C)=O